COC1=CC(=CC=2CC(OC21)(C)C)C=2N=C(SC2)NC(=O)C2=CC(=NN2C2=NC=CC=C2Cl)Br N-(4-(7-methoxy-2,2-dimethyl-2,3-dihydrobenzofuran-5-yl)thiazol-2-yl)-3-bromo-1-(3-chloropyridin-2-yl)-5-pyrazolecarboxamide